N1=C(C=CC=C1)SSC(C(=O)OCCCCCOC(C(CCCCCCCC)CCCCCC)=O)CCC(=O)OCCCCCOC(C(CCCCCCCC)CCCCCC)=O Bis(5-((2-hexyldecanoyl)oxy)pentyl) 2-(pyridin-2-yldisulfaneyl)pentanedioate